6-cyclopropyl-5-(4-((4-(1-isopropyl-4-(trifluoromethyl)-1H-imidazol-2-yl)benzyl)amino)imidazo[2,1-f][1,2,4]triazin-2-yl)pyrimidin-4-ol C1(CC1)C1=C(C(=NC=N1)O)C1=NN2C(C(=N1)NCC1=CC=C(C=C1)C=1N(C=C(N1)C(F)(F)F)C(C)C)=NC=C2